tert-butyl (4-((2R,3S)-4-bromo-5-chloro-6-fluoro-3-(methoxymethoxy)-2-phenyl-2,3-dihydrobenzofuran-2-yl)-4-oxobutyl)carbamate BrC1=C(C(=CC2=C1[C@@H]([C@](O2)(C2=CC=CC=C2)C(CCCNC(OC(C)(C)C)=O)=O)OCOC)F)Cl